C(C)(C)(C)OC(NC=1SC(=C(N1)C1=CC=CC=C1)OC1=NC(=NC=C1)NC1=CC(=CC=C1)S(N)(=O)=O)=O 4-phenyl-5-(2-(3-sulfamoylphenylamino)pyrimidin-4-yloxy)-thiazol-2-ylcarbamic acid tert-butyl ester